4-(4-bromo-3-fluoro-2-methylbenzenesulfonyl)-1,5-dimethyl-1,2,3,4-tetrahydroquinoxaline BrC1=C(C(=C(C=C1)S(=O)(=O)N1CCN(C2=CC=CC(=C12)C)C)C)F